C[N+](CCCCCCNCC=C)(C)C trimethyl-[6-(prop-2-enylamino)hexyl]azanium